4-Amino-1-(6-(1-hydroxyethyl)pyridin-3-yl)-2-oxo-7-(trifluoromethoxy)-1,2-dihydroquinoline-3-carboxylic acid methyl ester COC(=O)C=1C(N(C2=CC(=CC=C2C1N)OC(F)(F)F)C=1C=NC(=CC1)C(C)O)=O